COC=1C(=C(C(=C(C1)C(=O)C(O)C1=CC=CC=C1)OC)OC)OC Tetramethoxybenzoin